[1-[[4-[[4-[[2-(6-methyl-2-pyridyl)pyrimidin-4-yl]amino]pyrimidin-2-yl]amino]phenyl]methyl]azetidin-3-yl]methanol CC1=CC=CC(=N1)C1=NC=CC(=N1)NC1=NC(=NC=C1)NC1=CC=C(C=C1)CN1CC(C1)CO